O1-tert-butyl O2-methyl (2S,4S)-4-[3-[3-[3-(1,3-dioxoisoindolin-2-yl)propyl]imidazo[1,2-a]pyridin-5-yl]phenoxy]pyrrolidine-1,2-dicarboxylate O=C1N(C(C2=CC=CC=C12)=O)CCCC1=CN=C2N1C(=CC=C2)C=2C=C(O[C@H]1C[C@H](N(C1)C(=O)OC(C)(C)C)C(=O)OC)C=CC2